C1(CCCC1)CNS(=O)(=O)NCC1=C(N=NN1C)C1=CC=C(C(=N1)C)O[C@@H]1C[C@H](CCC1)C(=O)O (1S,3S)-3-((6-(5-(((N-(cyclopentyl-methyl)sulfamoyl)amino)methyl)-1-methyl-1H-1,2,3-triazol-4-yl)-2-methylpyridin-3-yl)oxy)cyclohexane-1-carboxylic acid